C(C)(C)(C)OC(=O)NC1=CC=C(C=C1)B1OC(C(O1)(C)C)(C)C 2-(4-tert-Butoxycarbonylaminophenyl)-4,4,5,5-tetramethyl-1,3,2-dioxaborolane